benzyl (S)-4-(4-(tert-butoxycarbonyl)-3-(cyanomethyl)piperazin-1-yl)-2-(methylthio)-5,8-dihydropyrido[3,4-d]pyrimidine-7(6H)-carboxylate C(C)(C)(C)OC(=O)N1[C@H](CN(CC1)C=1C2=C(N=C(N1)SC)CN(CC2)C(=O)OCC2=CC=CC=C2)CC#N